C(CCCCCCC\C=C/CCCCCC)(=O)OCCCCCC(C)C isooctyl palmitoleate